C1NCCC=2C3=CC=CC=C3NC12 (3S)-1,2,3,4-tetrahydro-β-carboline